NC=1C=2N(C=CN1)C(=NC2C2=CC=C(C(=O)NC1=NC=CC(=C1)C(F)(F)F)C=C2)[C@H](C)N(C(\C=C\COC)=O)C (S,E)-4-(8-amino-3-(1-(4-methoxy-N-methylbut-2-enamido)ethyl)imidazo[1,5-a]pyrazin-1-yl)-N-(4-(trifluoromethyl)pyridin-2-yl)benzamide